C1(=CC=CC=C1)C1=NN(C=C1)C1N(CC2=CC=CC=C12)CCCCC(=O)O (3-phenyl-1H-pyrazol-1-yl)isoindolin-2-pentanoic acid